2-(4-nitrophenyl)-1H-benzo[d]imidazol-5-amine [N+](=O)([O-])C1=CC=C(C=C1)C1=NC2=C(N1)C=CC(=C2)N